6-chloro-2-(2,6-dichloro-3,5-dimethoxyphenyl)-4-(3-methoxy-3-methylazetidin-1-yl)pyrido[3,4-d]pyrimidine ClC1=CC2=C(N=C(N=C2N2CC(C2)(C)OC)C2=C(C(=CC(=C2Cl)OC)OC)Cl)C=N1